NC1=C(C=C(C=N1)NC(C(=O)N1[C@H](CC[C@@H](C1)C)C1=CC=NC=C1)=O)C N-(6-amino-5-methyl-3-pyridyl)-2-[(2R,5S)-5-methyl-2-(4-pyridyl)-1-piperidyl]-2-oxo-acetamide